(cis)-4-methyl-octahydro-1H-pyrrolo[3,2-b]pyridin CN1[C@H]2[C@@H](CCC1)NCC2